[O-]S(=O)(=O)C(F)(F)F.C(CCCCCCC)[NH+]1C(CCC1)CC 1-Octyl-2-ethylpyrrolidinium triflat